2,5-dichloronitrophenol ClC1=C(C=C(C=C1[N+](=O)[O-])Cl)O